C(C1=CC=CC=C1)(=O)OCC(C)OC(C1=CC=CC=C1)=O 1,2-Propylenglycol dibenzoat